(R)-6-(4-(1-hydroxyethyl)-1H-pyrazol-1-yl)-N-(6-methoxy-1-methyl-1H-indazol-7-yl)pyridine-3-sulfonamide O[C@H](C)C=1C=NN(C1)C1=CC=C(C=N1)S(=O)(=O)NC=1C(=CC=C2C=NN(C12)C)OC